3-(morpholin-2-yl)-1H-pyrazol-5-amine N1CC(OCC1)C1=NNC(=C1)N